2-((3aR,5s,6aS)-5-(2-fluoro-4-methyl-phenoxy)hexahydro-cyclopenta[c]pyrrol-2(1H)-yl)-1-(4-hydroxyphenyl)ethanone FC1=C(OC2C[C@@H]3[C@@H](CN(C3)CC(=O)C3=CC=C(C=C3)O)C2)C=CC(=C1)C